dodec-anoyl-N,N-dimethylamide C(CCCCCCCCCCC)(=O)C[N-]C